C(CCC)CC(C(=O)O)(C)C.C1=CC=CC=2SC3=CC=CC=C3N(C12)CCCN1C(C2=CC=CC=C2C1)=O 2-(3-(10H-phenothiazin-10-yl)propyl)isoindolin-1-one n-butyl-neopentanoate